COC(=O)C=1OC(=CC1Br)C(F)(F)F 3-bromo-5-trifluoromethyl-2-furancarboxylic acid methyl ester